2-((4-isobutoxypyridin-2-yl)amino)benzo[d]-thiazole-6-carbonitrile C(C(C)C)OC1=CC(=NC=C1)NC=1SC2=C(N1)C=CC(=C2)C#N